N1N=C(C=C1)C(=O)OC Methyl 1H-pyrazole-3-carboxylate